CC1N(CCOC1)C1=CC(NC(=C1)N1C(CN(CC1)S(=O)(=O)C1COCC1)C(F)(F)F)=O 4-(3-methylmorpholine-4-yl)-6-[4-tetrahydrofuran-3-ylsulfonyl-2-(trifluoromethyl)piperazin-1-yl]-1H-pyridin-2-one